6-methoxy-5-(trifluoromethyl)pyridine COC1=C(C=CC=N1)C(F)(F)F